COC1=C2C=C(NC2=CC=C1)C(=O)N[C@H](C(=O)N)CC(C)C (S)-2-(4-methoxy-1H-indole-2-carboxamido)-4-methylpentanamide